IC1=NC=C(C=N1)C(C(I)(F)F)O 1-(2-iodopyrimidin-5-yl)-2,2-difluoro-2-iodo-ethanol